C(C=C)(=O)OCCCC 1-Butyl acrylate